(2-((1-(2,6-dioxopiperidin-3-yl)-3-methyl-2-oxo-2,3-dihydro-1H-benzo[d]imidazol-5-yl)ethynyl)pyrimidin-5-yl)-6-oxo-2,7-diazaspiro[4.4]nonane-2-carboxylic acid tert-butyl ester C(C)(C)(C)OC(=O)N1C(C2(CC1)C(NCC2)=O)C=2C=NC(=NC2)C#CC2=CC1=C(N(C(N1C)=O)C1C(NC(CC1)=O)=O)C=C2